3-(5-amino-2-chloropyrimidin-4-yl)-7-bromo-1-((2-(trimethylsilyl)ethoxy)methyl)-1H-indole-6-carbonitrile NC=1C(=NC(=NC1)Cl)C1=CN(C2=C(C(=CC=C12)C#N)Br)COCC[Si](C)(C)C